4-(2-chloro-3,5-dimethoxyphenyl)-N-(4-(4-ethylpiperazin-1-yl)phenyl)-[1,2,4]triazolo[1',5':1,6]pyrido[2,3-d]pyrimidin-8-amine ClC1=C(C=C(C=C1OC)OC)C1=CC=2C(=NC(=NC2)NC2=CC=C(C=C2)N2CCN(CC2)CC)N2C1=NC=N2